1-(2-oxo-1,2-dihydropyrrolo[4,3,2-de]quinazolin-6-yl)-5-trifluoromethyl-N-(2-trifluoromethyl-pyridin-4-yl)-1H-pyrazole-4-carboxamide O=C1NC=2C3=C1N=CN=C3C(=CC2)N2N=CC(=C2C(F)(F)F)C(=O)NC2=CC(=NC=C2)C(F)(F)F